5-fluoro-3-methyl-4-nitrobenzo[d]isoxazole FC=1C=CC2=C(C(=NO2)C)C1[N+](=O)[O-]